Monoaminoindol NC=1NC2=CC=CC=C2C1